C(C(C)C)N1NC=NC=C1 N-isobutyl-1,2,4-triazine